C1CC12NCCN(C2)C=2C1=C(N=CN2)NC(=C1)C1=CC=C(C=C1)NC(C1=NC=CC(=C1)CN1C[C@@H](CCC1)N)=O (R)-N-(4-(4-(4,7-diazaspiro[2.5]octan-7-yl)-7H-pyrrolo[2,3-d]pyrimidin-6-yl)phenyl)-4-((3-aminopiperidin-1-yl)methyl)picolinamide